ClC(OC1=CC=C(C=C1)NC(=O)C1=CN(C(C=C1)=O)C1=CC=CC2=C1CCOC2)(F)F N-[4-(Chlorodifluoro-methoxy)phenyl]-1-(3,4-dihydro-1H-2-benzopyran-5-yl)-6-oxo-1,6-dihydropyridine-3-carboxamide